5-amino-2,4,6-triiodoisophthalic acid dichloride NC=1C(=C(C(=C(C(=O)Cl)C1I)I)C(=O)Cl)I